3-methyl-4-piperazin-1-yl-1-(2-trimethylsilylethoxymethyl)benzimidazol-2-one CN1C(N(C2=C1C(=CC=C2)N2CCNCC2)COCC[Si](C)(C)C)=O